NC=1N=C(C(=NC1C=1C=C2CCNC(C2=CC1F)=O)C1=CC=C(C=C1)N1CCN(CC1)C(=O)OC(C)(C)C)F tert-butyl 4-(4-(5-amino-3-fluoro-6-(7-fluoro-1-oxo-1,2,3,4-tetrahydroisoquinolin-6-yl)pyrazin-2-yl)phenyl)piperazine-1-carboxylate